COC1=NC2=C(C=CC=C2C=C1C(=O)N)OCC1NC(CC1)=O 2-methoxy-8-(5-oxo-pyrrolidin-2-ylmethoxy)-quinoline-3-carboxylic acid amide